quinazolin-4-one sodium hydride [H-].[Na+].N1=CNC(C2=CC=CC=C12)=O